NC=1N=C(SC1C(C1=CC=CC=C1)=O)N(C1=C(C=C(C=C1)Cl)F)C(C(=O)N)C (N-(4-Amino-5-benzoylthiazol-2-yl)-4-chloro-2-fluoroanilino)propanamid